2-((5-(2-(1-((2-amino-2-oxoethyl)amino)-4-methylpent-3-yl)-2,6-diazaspiro[3.4]oct-6-yl)-1,2,4-triazin-6-yl)oxy)-N-ethyl-5-fluoro-N-isopropylbenzamide NC(CNCCC(C(C)C)N1CC2(C1)CN(CC2)C=2N=CN=NC2OC2=C(C(=O)N(C(C)C)CC)C=C(C=C2)F)=O